NC1=NC=CC=C1C1=NC=2C(=NC=CC2)N1C1=CC=C(CN2CCC(CC2)NC(C2=C(N=CC=C2)C#N)=O)C=C1 N-(1-(4-(2-(2-aminopyridin-3-yl)-3H-imidazo[4,5-b]pyridin-3-yl)benzyl)piperidin-4-yl)-2-cyanonicotinamide